ClC=1C(=C(C(=CC1)OC)CN)F (3-chloro-2-fluoro-6-methoxyphenyl)methanamine